CS(=O)(=O)OCCCC1(COC2=C3CN(C(C3=CC=C21)=O)C2C(NC(CC2)=O)=O)C 3-(7-(2,6-dioxopiperidin-3-yl)-3-methyl-6-oxo-3,6,7,8-tetrahydro-2H-furo[2,3-e]isoindol-3-yl)propyl methanesulfonate